5-(oxetan-3-ylmethylsulfonyl)furan-2-carboxamide tert-butyl-(2R)-2-[methoxy(methyl)carbamoyl]-octahydro-1H-indole-1-carboxylate C(C)(C)(C)OC(=O)N1[C@H](CC2CCCCC12)C(N(C)OC)=O.O1CC(C1)CS(=O)(=O)C1=CC=C(O1)C(=O)N